(R)-6-(3,3-difluorocyclobutyl)-4-(3-methylmorpholinyl)-2-(1H-pyrazol-3-yl)-2,6,8,9-tetrahydro-7H-1,2,3,6-tetraazabenzo[cd]azulene FC1(CC(C1)N1C=2C3=C(N(N=C3CCC1)C1=NNC=C1)N=C(C2)N2[C@@H](COCC2)C)F